CC=1N=C2N(C=C(C=C2)C=2N=C3N(C(C2)=O)C=C(C=C3)N3CCNCC3)C1C 2-(2,3-dimethylimidazo[1,2-a]pyridin-6-yl)-7-(piperazin-1-yl)-4H-pyrido[1,2-a]pyrimidin-4-one